CN(C(=O)C1=NC=C(C=C1)C1=NOC(=C1)C1=NNC2=CC(=C(C=C12)F)OCCOC)C 5-{5-[5-Fluoro-6-(2-methoxy-ethoxy)-1H-indazol-3-yl]-isoxazol-3-yl}-pyridine-2-carboxylic acid dimethylamide